CC=1C=C2N=CC(NC2=CC1C)=O 6,7-dimethylquinoxalin-2-one